diglycerin triacrylate C(C=C)(=O)O.C(C=C)(=O)O.C(C=C)(=O)O.OCC(O)CO.OCC(O)CO